3-amino-N-[(2S)-6-[(3R,4S)-3-amino-4-methoxypyrrolidin-1-yl]-1,2,3,4-tetrahydronaphthalen-2-yl]-6-methylthieno[2,3-b]pyridine-2-carboxamide NC1=C(SC2=NC(=CC=C21)C)C(=O)N[C@@H]2CC1=CC=C(C=C1CC2)N2C[C@H]([C@H](C2)OC)N